C(CCC)N[Si](CC)(CC)NCCCC Bis(butylamino)diethylsilane